ethylflavone C(C)C1=C(OC2=CC=CC=C2C1=O)C1=CC=CC=C1